(S)-9-(3,3-dimethylbutyl)-4-ethyl-2-methyl-1-oxa-4,9-diazaspiro[5.5]undecan-3-one CC(CCN1CCC2(CN(C([C@@H](O2)C)=O)CC)CC1)(C)C